(3R,4R)-4-amino-3-methyl-piperidine-1-carboxylic acid tert-butyl ester C(C)(C)(C)OC(=O)N1C[C@H]([C@@H](CC1)N)C